2,4-bis(4-trifluoromethylphenyl)cyclobutanedicarboxylic acid FC(C1=CC=C(C=C1)C1C(C(C1)C1=CC=C(C=C1)C(F)(F)F)(C(=O)O)C(=O)O)(F)F